sulfur (VI) fluoride S(F)(F)(F)(F)(F)F